4-(Benzyloxycarbonylamino)-5,5-dicyclohexyl-3-oxopentanoic acid tert-butyl ester C(C)(C)(C)OC(CC(C(C(C1CCCCC1)C1CCCCC1)NC(=O)OCC1=CC=CC=C1)=O)=O